BrCC1=CC=C2C=CC=C3C4=CC=CC5=CC=CC(C1=C23)=C45 bromomethyl-perylene